3-((4-([4,4'-bipiperidin]-1-yl)-3-chlorophenyl)amino)piperidine-2,6-dione N1(CCC(CC1)C1CCNCC1)C1=C(C=C(C=C1)NC1C(NC(CC1)=O)=O)Cl